N-(6-(2-chloro-5-fluorophenyl)-8-oxo-7,8-dihydro-6H-pyrrolo[3,4-e][1,2,4]triazolo[1,5-a]pyridin-5-yl)-3-fluoro-5-(trifluoromethyl)benzamide ClC1=C(C=C(C=C1)F)C1NC(C2=C1C(=CC=1N2N=CN1)NC(C1=CC(=CC(=C1)C(F)(F)F)F)=O)=O